N-((3R,4S)-4-((7-(2,6-dichloro-3,5-dimethoxyphenyl)-5-isopropoxy-2,6-naphthyridin-3-yl)amino)tetrahydrofuran-3-yl)acrylamide ClC1=C(C(=C(C=C1OC)OC)Cl)C1=NC(=C2C=C(N=CC2=C1)N[C@H]1[C@H](COC1)NC(C=C)=O)OC(C)C